FC1=C(C=C(C=C1)F)[C@@H]1N(CCC1)C1=NC=2N(C=C1)N=CC2NC(=O)N2C[C@H](CC2)OS(=O)(=O)O (3S)-N-[5-[(2R)-2-(2,5-Difluorophenyl)-1-pyrrolidinyl]-pyrazolo[1,5-a]pyrimidin-3-yl]-3-hydroxysulfonyloxy-1-pyrrolidincarboxamid